1-((R)-3'-(2-((2S,5S)-2-(3,4-difluorophenyl)-5-methylpyrrolidin-1-yl)-2-oxoethyl)-7-fluoro-2',4'-dioxo-2,3-dihydrospiro[indene-1,5'-oxazolidine]-5-yl)-3-methylurea FC=1C=C(C=CC1F)[C@H]1N([C@H](CC1)C)C(CN1C(O[C@]2(C1=O)CCC1=CC(=CC(=C12)F)NC(=O)NC)=O)=O